ClC=1C(=NC(=CC1)Cl)C(=O)OC(C)(C)C t-butyl 3,6-dichloropicolinate